methoxymethyl (E)-4-((3-allyl-4-(benzyloxy)-6-methyl-2-(prop-1-en-1-yl)benzoyl)oxy)-2,3,5,6-tetramethylbenzoate C(C=C)C=1C(=C(C(=O)OC2=C(C(=C(C(=O)OCOC)C(=C2C)C)C)C)C(=CC1OCC1=CC=CC=C1)C)\C=C\C